2-oxo-1H-pyridine-4-carboxylic acid O=C1NC=CC(=C1)C(=O)O